C(C1=CC=CC=C1)OC(=O)N1CC(CC(C1)=C)(C(=O)O)C(F)F 1-((benzyloxy)carbonyl)-3-(difluoromethyl)-5-methylenepiperidine-3-carboxylic acid